[K].N[C@@H](C(=O)NC1N=CC(=NC1=O)C1=CC=C(C2=C1C1(CC1)CO2)C)CC (2R)-2-amino-N-[5-(7-methylspiro[2H-benzofuran-3,1'-cyclopropane]-4-yl)oxopyrazin-2-yl]butanamide potassium